The molecule is a germacranolide isolated from Elephantopus mollis and has been shown to exhibit antineoplastic activity. It has a role as a metabolite and an antineoplastic agent. It is a gamma-lactone, a cyclic ether, an enoate ester and a germacranolide. It derives from a tiglic acid. C/C=C(\\C)/C(=O)O[C@H]1C/C(=C/[C@]2(C=C([C@H](O2)[C@@H]3[C@@H]1C(=C)C(=O)O3)C)OC)/C